CC=1OC(=CC1C(=O)NC1=NC(=NS1)C)C1=CC(=CC=C1)OC(F)F 2-methyl-5-(3-(difluoromethoxy)phenyl)-N-(3-methyl-1,2,4-thiadiazol-5-yl)furan-3-carboxamide